4-(cyclohex-1-en-1-yl)-2-(3-(2-((1,5-dimethyl-1H-pyrazol-3-yl)amino)-5-methylpyrimidin-4-yl)-1H-indol-7-yl)isoindolin C1(=CCCCC1)C1=C2CN(CC2=CC=C1)C=1C=CC=C2C(=CNC12)C1=NC(=NC=C1C)NC1=NN(C(=C1)C)C